(1S,3S,4S)-2-[(2R)-3-cyclobutyl-2-[(2,2,2-trifluoroacetyl)amino]propanoyl]-5,5-difluoro-2-azabicyclo[2.2.2]octane C1(CCC1)C[C@H](C(=O)N1[C@@H]2CC([C@H](C1)CC2)(F)F)NC(C(F)(F)F)=O